2-n-dodecylbenzotriazol C(CCCCCCCCCCC)N1N=C2C(=N1)C=CC=C2